(8-amino-2-naphthyl) trifluoromethanesulfonate FC(S(=O)(=O)OC1=CC2=C(C=CC=C2C=C1)N)(F)F